ClC=1C=CC=2N(C1C)C=C(N2)CCl 6-chloro-2-(chloromethyl)-5-methylimidazo[1,2-a]pyridine